C[C@@H]1N(C[C@H]1N1CCN(CC1)C(=O)OC(C)(C)C)C1=NC(=NC(=C1)N1CCC(CC1)C1=C(C=NN1C1COC1)C)C(F)(F)F tert-butyl 4-((2S,3R)-2-methyl-1-(6-(4-(4-methyl-1-(oxetan-3-yl)-1H-pyrazol-5-yl)piperidin-1-yl)-2-(trifluoromethyl)pyrimidin-4-yl)azetidin-3-yl)piperazine-1-carboxylate